3-methyl-3-(3-(oxazol-2-yl)-4-((4-(trifluoromethyl)phenyl)amino)phenyl)pyrrolidin-2-one CC1(C(NCC1)=O)C1=CC(=C(C=C1)NC1=CC=C(C=C1)C(F)(F)F)C=1OC=CN1